BrC=1SC=C(N1)[C@H]1[C@@H](C1)N(C(OC(C)(C)C)=O)CC1CC1 tert-butyl (trans-2-(2-bromothiazol-4-yl)cyclopropyl)(cyclopropylmethyl)carbamate